trans-N1-(5-(3-methylimidazo[1,2-a]pyrimidin-6-yl)pyrrolo[2,1-f][1,2,4]triazin-2-yl)cyclobutane-1,3-diamine CC1=CN=C2N1C=C(C=N2)C=2C=CN1N=C(N=CC12)N[C@@H]1C[C@H](C1)N